Cl.NC1(C(C(CCC1)(C)O)=O)C1=C(C(=CC=C1)F)C(F)(F)F 2-amino-2-(3-fluoro-2-(trifluoromethyl)phenyl)-6-hydroxy-6-methylcyclohexane-1-one hydrochloride